ClC1=C(C=C(C=C1)N1CC2(C3=NC(=CC=C31)C(=O)N3C(CN(CC3)C3=CC=C(C=N3)CC(=O)O)(C)C)CCC2)F 2-(6-(4-(1'-(4-chloro-3-fluorophenyl)-1',2'-dihydrospiro[cyclobutane-1,3'-pyrrolo[3,2-b]pyridine]-5'-carbonyl)-3,3-dimethylpiperazin-1-yl)pyridin-3-yl)acetic acid